acetyl-6-[4-[(3-fluoro-4-pyridinyl)amino]-3-isopropyl-imidazo[4,5-c]pyridin-6-yl]-1-(3-oxocyclobutyl)spiro[indolin-3,4'-piperidin]-2-one C(C)(=O)N1CCC2(CC1)C(N(C1=CC(=CC=C12)C1=CC2=C(C(=N1)NC1=C(C=NC=C1)F)N(C=N2)C(C)C)C2CC(C2)=O)=O